OC1C=C(CC1)C=1N=C(C2=C(N1)N(CC2)C(=O)OC(C)(C)C)OCC2=CC=C(C=C2)OC tert-butyl 2-(3-hydroxycyclopent-1-en-1-yl)-4-((4-methoxybenzyl) oxy)-5,6-dihydro-7H-pyrrolo[2,3-d]pyrimidine-7-carboxylate